NC1=C(C(=O)NC)C=C(C=C1I)C 2-amino-3-iodo-N,5-dimethylbenzamide